C(C1CO1)N1C(N(C(N(C1=O)CC1CO1)=O)CC1CO1)=O 1,3,5-tris(epoxypropyl)-s-triazine-2,4,6-trione